N[C@H](C(=O)O)CCN(CC1=C(C=CC=C1)OCC1=CC(=CC=C1)C(F)(F)F)CC1=C(C=CC=C1)OC1=CC(=CC=C1)OC (S)-2-amino-4-((2-(3-methoxyphenoxy)benzyl)(2-((3-(trifluoromethyl)benzyl)oxy)benzyl)amino)butanoic acid